N'-{4-[(4,5-Dichloro-1,3-thiazol-2-yl)oxy]-2,5-dimethylphenyl}-N-e-ethyl-N-methylimidoformamide ClC=1N=C(SC1Cl)OC1=CC(=C(C=C1C)N=C(NC)CC)C